3-((3-cyanophenyl)amino)-4-((pyridin-2-ylmethyl)amino)cyclobut-3-ene-1,2-dione C(#N)C=1C=C(C=CC1)NC=1C(C(C1NCC1=NC=CC=C1)=O)=O